COCCC(C)(S)C 4-Methoxy-2-methyl-butane-2-thiol